C1=CC=CC=2C3=CC=CC=C3C(C12)COC(=O)Cl.C(C)C=1N=C(NC1)C1=C(C(=CC=C1)OC)O ethyl-2-(2-hydroxy-3-methoxyphenyl)imidazole 9H-fluoren-9-ylmethyl-carbonochloridate